ClC1=CC=C(C=C1)C=CC(=O)NC1=C(C(=NN1COCC[Si](C)(C)C)C1=CC=NC=C1)C 3-(4-Chlorophenyl)-N-(4-methyl-3-(pyridin-4-yl)-1-((2-(trimethylsilyl)ethoxy)methyl)-1H-pyrazol-5-yl)propenamide